NC1=C(C=C(C=N1)C=1C=NN(C1)C1CCN(CC1)CC=1C=C(C=CC1)N1C(NC(CC1)=O)=O)O[C@H](C)C1=C(C(=CC=C1Cl)F)Cl (R)-1-(3-((4-(4-(6-amino-5-(1-(2,6-dichloro-3-fluorophenyl)ethoxy)pyridin-3-yl)-1H-pyrazol-1-yl)piperidin-1-yl)methyl)phenyl)dihydropyrimidine-2,4(1H,3H)-dione